COCCN(C=1N=C(C=2N=C(N=C(C2N1)N1CC2=C(CC1)OC(=N2)C)N(CCO)CCO)N2CCC(CC2)OC)CCOC 2,2'-((6-(bis(2-methoxyethyl)amino)-8-(4-methoxypiperidin-1-yl)-4-(2-methyl-6,7-dihydrooxazolo[4,5-c]pyridin-5(4H)-yl)pyrimido[5,4-d]pyrimidin-2-yl)azanediyl)bis(ethan-1-ol)